FC1=C(C=CC=C1)CSCC1=C(C=CC=C1)F bis[(2-fluorophenyl)methyl]sulfide